tert-Butyl 2-chloro-6-(3-((1-(trifluoromethyl)cyclobutyl)methoxy)-1H-pyrazol-1-yl)nicotinate ClC1=C(C(=O)OC(C)(C)C)C=CC(=N1)N1N=C(C=C1)OCC1(CCC1)C(F)(F)F